3-(2-{[1-methyl-1-(2-methylthiophenyl)ethyl]amino}pyrimidin-5-yl)benzenecarbonitrile CC(C)(C1=C(C=CC=C1)SC)NC1=NC=C(C=N1)C=1C=C(C=CC1)C#N